N-amino-4-bromo-2-methoxy-N'-isopropyl-benzamidine NNC(C1=C(C=C(C=C1)Br)OC)=NC(C)C